tris(4-pyridinyl)-s-triazine N1=CC=C(C=C1)C1=NC(=NC(=N1)C1=CC=NC=C1)C1=CC=NC=C1